C1(=CC=CC=C1)C1=C(C=CC=C1)S(=O)(=O)OC=1C=C(C=CC1)NC(=O)NC1=CC=C(C=C1)OS(=O)(=O)C1=C(C=CC=C1)C1=CC=CC=C1 N-[3-(o-phenylphenylsulfonyloxy)phenyl]-N'-[4-(o-phenylphenylsulfonyloxy)phenyl]urea